O[C@H](COC=1C=C(C=CC1)S(=O)(=O)NC)CNC1COC2(C1)CCN(CC2)S(=O)(=O)C2=CC=C(C=C2)C2=NC=CC=C2 3-((2S)-2-hydroxy-3-(8-(4-(pyridin-2-yl)phenylsulfonyl)-1-oxa-8-azaspiro[4.5]dec-3-ylamino)propoxy)-N-methylbenzenesulfonamide